3-(methyl-(4-(5-(trifluoromethyl)-1,2,4-oxadiazol-3-yl)benzyl)amino)-4-(4-methylpiperazin-1-yl)cyclobut-3-ene-1,2-dione CN(C=1C(C(C1N1CCN(CC1)C)=O)=O)CC1=CC=C(C=C1)C1=NOC(=N1)C(F)(F)F